C(CCCCCCC\C=C/C(CCCCCCC)([2H])[2H])(=O)O oleic acid-11,11-d2